CN(C(N(C)C)=S)C tetramethylthiourea